CN(C(=O)N1C[C@H](CC1)C(=O)N(C)[C@H](C(=O)O)C(C)C)C (2S)-2-[1-[(3S)-1-(dimethylcarbamoyl)pyrrolidin-3-yl]-N-methylformamido]-3-methylbutanoic acid